Tert-butyl (S,Z)-(((tert-butoxycarbonyl)amino)(2-(3-(6-isobutoxynaphthalen-2-yl)-1,2,4-oxadiazol-5-yl)pyrrolidin-1-yl)methylene)carbamate C(C)(C)(C)OC(=O)N/C(/N1[C@@H](CCC1)C1=NC(=NO1)C1=CC2=CC=C(C=C2C=C1)OCC(C)C)=N/C(OC(C)(C)C)=O